N=1N=NC2=NC(N=CC21)=O [1,2,3]triazolo[4,5-d]pyrimidin-5-one